bis(2-amino-ethyl) ether NCCOCCN